C(N)(=O)C1=CC2=C(SC(=C2C(F)(F)F)C(F)(F)P(O)(O)=O)C(=C1)OCCCC(C)(C)O ((5-carbamoyl-7-((4-hydroxy-4-methylpentyl)oxy)-3-(trifluoromethyl)benzo[b]thiophen-2-yl)difluoromethyl)phosphonic acid